(R)-1-(4-(2-(3,5-dichloro-4-((R)-3-chloro-2-hydroxypropoxy)phenyl)propan-2-yl)phenoxy)-3-hydroxypropan-2-yl acetate C(C)(=O)O[C@@H](COC1=CC=C(C=C1)C(C)(C)C1=CC(=C(C(=C1)Cl)OC[C@H](CCl)O)Cl)CO